NC=1C2=C(N=CN1)N(C=C2C2=CC=C(C=1N2C=CN1)NC(=O)NC1=CC(=NO1)C1CC1)C1CC1 1-(5-(4-amino-7-cyclopropyl-7H-pyrrolo[2,3-d]pyrimidin-5-yl)imidazo[1,2-a]pyridin-8-yl)-3-(3-cyclopropylisoxazol-5-yl)urea